4-((5-(2-chloro-4-fluoro-3-hydroxyphenyl)-1,3,4-thiadiazol-2-yl)methyl)-6-(2-fluoro-4-methoxybenzyl)-4,6-diazaspiro[2.4]heptane-5,7-dione ClC1=C(C=CC(=C1O)F)C1=NN=C(S1)CN1C2(CC2)C(N(C1=O)CC1=C(C=C(C=C1)OC)F)=O